FC1=CC=CC2=C1CN1N(C(C2NC(OC(C)(C)C)=O)=O)CCC1 tert-butyl (6-fluoro-11-oxo-2,3,10,11-tetrahydro-1H,5H-benzo[d]pyrazolo[1,2-a][1,2]diazepin-10-yl)carbamate